O=C1NC(CCC1C=1C=CC(=NC1)N1CCC(CC1)NC(=O)N1CCC(CC1)C=1N=C2N(C=C(C(=C2)OC(C)C)C(=O)NC=2C=NN3C2N=CC=C3)C1)=O 2-[1-[[1-[5-(2,6-dioxo-3-piperidinyl)-2-pyridinyl]-4-piperidinyl]carbamoyl]-4-piperidinyl]-7-isopropoxy-N-pyrazolo[1,5-a]pyrimidin-3-yl-imidazo[1,2-a]pyridine-6-carboxamide